N-(7-Bromo-4-chloro-1-(2,2-difluoroethyl)-1H-indazol-3-yl)-N-(4-methoxybenzyl)methanesulfonamide BrC=1C=CC(=C2C(=NN(C12)CC(F)F)N(S(=O)(=O)C)CC1=CC=C(C=C1)OC)Cl